CCCCCCCCCCCC[C@@H]1[C@@H](O1)CCCCC(C)C (7S,8R)-cis-7,8-Epoxy-2-methyleicosane